(3S,4S)-8-(8-((3-chloro-2-methylpyridin-4-yl)thio)-[1,2,4]triazolo[4,3-c]pyrimidin-5-yl)-3-methyl-2-oxa-8-aza-spiro[4.5]decan-4-amine ClC=1C(=NC=CC1SC=1C=2N(C(=NC1)N1CCC3([C@@H]([C@@H](OC3)C)N)CC1)C=NN2)C